5-(methylthio)-3-(4-(trifluoromethyl)phenyl)-1H-pyrazole CSC1=CC(=NN1)C1=CC=C(C=C1)C(F)(F)F